(R)-2-fluoro-5-(6-((1-hydroxypropan-2-yl)amino)-5-(1-methyl-1H-pyrazol-4-yl)pyridin-3-yl)-N-(isoxazol-3-yl)-4-methylbenzamide FC1=C(C(=O)NC2=NOC=C2)C=C(C(=C1)C)C=1C=NC(=C(C1)C=1C=NN(C1)C)N[C@@H](CO)C